1-(3-((5-iodo-2-((3-methyl-1-(piperidin-4-yl)-1H-pyrazol-4-yl)amino)pyrimidin-4-yl)amino)propyl)piperidin-2-one IC=1C(=NC(=NC1)NC=1C(=NN(C1)C1CCNCC1)C)NCCCN1C(CCCC1)=O